ClC=1C=CC=C2C=CC=C(C12)C1=C(C=2N=C(N=C(C2C=N1)N1CC2CC(C(C1)N2)F)OCC21CCCN1CC(C2)F)F 7-(8-chloronaphthalen-1-yl)-8-fluoro-4-(6-fluoro-3,8-diazabicyclo[3.2.1]octan-3-yl)-2-((2-fluorotetrahydro-1H-pyrrolizin-7a(5H)-yl)methoxy)pyrido[4,3-d]pyrimidine